5-(3-benzyl-1-((2-methyl-2H-1,2,3-triazol-4-yl)sulfonyl)pyrrolidin-3-yl)-1-(1-ethyl-1H-pyrazol-4-yl)-6-methyl-1H-indazole C(C1=CC=CC=C1)C1(CN(CC1)S(=O)(=O)C1=NN(N=C1)C)C=1C=C2C=NN(C2=CC1C)C=1C=NN(C1)CC